C(C1=CC=CC=C1)OC(=O)N1CCC(=C[C@H]1C1=CC=C(C=C1)C(=O)OC)C=1C=NC=NC1 (S)-6-(4-(methoxycarbonyl)phenyl)-4-(pyrimidin-5-yl)-3,6-dihydropyridine-1(2H)-carboxylic acid benzyl ester